C(C)(C)C=1C=NN2C1N=C(N=C2NC2=CC(=CC=C2)[N+](=O)[O-])SC 8-isopropyl-2-(methylthio)-N-(3-Nitrophenyl)pyrazolo[1,5-a][1,3,5]triazin-4-amine